COC=1C=C2CCN(C(C2=C(C1)OC=C1CC=C(C=C1)C1=CC(=CC=C1)C(=O)O)=O)CC1=CC(=CC=C1)C(F)(F)F 4'-[6-methoxy-1-oxo-2-(3-trifluoromethyl-benzyl)-1,2,3,4-tetrahydroisoquinoline-8-yloxy-methylene]-[1,1'-biphenyl]-3-carboxylic acid